Ethylaminoacetate hydrochloride Cl.C(C)NCC(=O)O